5-[(4R,10bS)-8-(1,6-diazaspiro[3.3]heptan-6-yl)-4-methyl-3,4,6,10b-tetrahydro-1H-pyrazino[2,1-a]isoindol-2-yl]quinoline-8-carbonitrile N1CCC12CN(C2)C=2C=C1CN3[C@@H](C1=CC2)CN(C[C@H]3C)C3=C2C=CC=NC2=C(C=C3)C#N